(S)-3-(3-(4-hydroxy-1-methyl-2-oxo-1,2-dihydropyridin-3-yl)ureido)-3-(4-methoxy-2',6'-dimethylbiphenyl-3-yl)propionic acid ethyl ester C(C)OC(C[C@@H](C=1C=C(C=CC1OC)C1=C(C=CC=C1C)C)NC(=O)NC=1C(N(C=CC1O)C)=O)=O